5-(5-(trifluoromethyl)-2,3-dihydrobenzofuran-2-yl)nicotinonitrile FC(C=1C=CC2=C(CC(O2)C=2C=NC=C(C#N)C2)C1)(F)F